5-fluoro-3-(4-methoxybenzyl)pyrimidine-2,4(1H,3H)-dione FC=1C(N(C(NC1)=O)CC1=CC=C(C=C1)OC)=O